C1(CC1)C=1C=CC=2N(C1)C=C(N2)CN2N=NC(=C2)S(=O)(=O)NCC2=C(C(=CC=C2N2N=NN=C2)OC)F 1-((6-cyclopropylimidazo[1,2-a]pyridin-2-yl)methyl)-N-(2-fluoro-3-methoxy-6-(1H-tetrazol-1-yl)benzyl)-1H-1,2,3-triazole-4-sulfonamide